trehalose 6-phosphate C([C@@H]1[C@H]([C@@H]([C@H]([C@H](O1)O[C@@H]2[C@@H]([C@H]([C@@H]([C@H](O2)COP(=O)(O)O)O)O)O)O)O)O)O